C(C1=CC=CC=C1)N1CC(C2=C(CC1)C=CC=C2)(O)C2=CC=C(C=C2)F 3-benzyl-1-(4-fluorophenyl)-2,3,4,5-tetrahydro-1H-benzo[d]azepin-1-ol